FC=1C=C2C(N(CN(C2=CC1)C(NC)=S)CCC1=CC=CC=C1)=O 6-fluoro-N-methyl-4-oxo-3-phenethyl-3,4-dihydroquinazoline-1(2H)-carbothioamide